ClC1=C(C=CC(=C1)Cl)C(/C=C/C1=CC=C(C(=O)O)C=C1)=O 4-[(E)-3-(2,4-Dichlorophenyl)-3-oxoprop-1-enyl]benzoic acid